3-bromo-5-(2-ethylimidazo[1,2-a]pyridine-3-carbonyl)-2-hydroxybenzonitrile BrC=1C(=C(C#N)C=C(C1)C(=O)C1=C(N=C2N1C=CC=C2)CC)O